CC=1C=CC(=C(CNC2CCN(CC2)C)C1)OCC1=CC=C(C=C1)F N-(5-methyl-2-((4-fluorobenzyl)oxy)benzyl)-1-methylpiperidin-4-amine